(3S,10S)-7-((2S,5R)-4-acryloyl-2,5-dimethylpiperazin-1-yl)-10-(5-chloro-2,4-difluorophenyl)-3-(methoxymethyl)-9-(trifluoromethyl)-2,3-dihydro-5H-[1,4]thiazino[2,3,4-ij]quinazolin-5-one C(C=C)(=O)N1C[C@@H](N(C[C@H]1C)C1=NC(N2C3=C(C(=C(C=C13)C(F)(F)F)C1=C(C=C(C(=C1)Cl)F)F)SC[C@@H]2COC)=O)C